FC1=C(C(=C(C(=C1F)Cl)F)F)[Mg]Cl 2,3,5,6-tetrafluoro-4-chlorophenyl-magnesium chloride